2-methyl-2-(4-methylphenyl)-1,2,3,4-tetrahydroquinoline CC1(NC2=CC=CC=C2CC1)C1=CC=C(C=C1)C